2-[5-(4-chlorophenyl)-1,2,4-oxadiazol-3-yl]acetic acid ethyl ester C(C)OC(CC1=NOC(=N1)C1=CC=C(C=C1)Cl)=O